1-nitro-2-methylnaphthalene [N+](=O)([O-])C1=C(C=CC2=CC=CC=C12)C